4-(((2S,6R)-2,6-dimethylmorpholino)methyl)-N2-((tetrahydro-2H-pyran-4-yl)methyl)pyridine-2,6-diamine C[C@@H]1O[C@@H](CN(C1)CC1=CC(=NC(=C1)N)NCC1CCOCC1)C